C(C)(C)(C)OC(=O)N(C1CCC(CC1)N1N=NC(=C1)B(O)O)C [1-[4-[tert-butoxycarbonyl-(methyl)amino]cyclohexyl]triazol-4-yl]boronic acid